N-((1-methyl-3-oxo-2,3,5,6,7,8-hexahydroisoquinolin-4-yl)methyl)-5-nitrothiophene-2-carboxamide CC=1NC(C(=C2CCCCC12)CNC(=O)C=1SC(=CC1)[N+](=O)[O-])=O